4-[(3S)-3-amino-3-methylpyrrolidin-1-yl]-5-(3,5-difluorophenyl)-N-[cis-3-fluorocyclobutyl]pyridine-3-carboxamide N[C@@]1(CN(CC1)C1=C(C=NC=C1C1=CC(=CC(=C1)F)F)C(=O)N[C@@H]1C[C@@H](C1)F)C